3,9-bis((4-nitrophenyl)thio)-5,11-dihydroindolo[3,2-b]carbazole [N+](=O)([O-])C1=CC=C(C=C1)SC1=CC=C2C(=C1)NC=1C2=CC=2NC3=CC(=CC=C3C2C1)SC1=CC=C(C=C1)[N+](=O)[O-]